[(3-{[2-(3-Aminomethyl-phenyl)-5-trifluoromethyl-2H-pyrazole-3-carbonyl]-amino}-phenyl)-(4-dimethylamino-naphthalen-1-yl)-methyl]-cyclopropylmethyl-carbamic acid tert-butyl ester C(C)(C)(C)OC(N(CC1CC1)C(C1=CC=C(C2=CC=CC=C12)N(C)C)C1=CC(=CC=C1)NC(=O)C=1N(N=C(C1)C(F)(F)F)C1=CC(=CC=C1)CN)=O